rac-(2R,3S,5S)-4-[[3-(3,4-difluoro-2-methoxy-phenyl)-5-methyl-5-(2,2,2-trifluoroethyl)tetrahydrofuran-2-carbonyl]amino]pyridine-2-carboxamide FC=1C(=C(C=CC1F)[C@H]1[C@@H](O[C@@](C1)(CC(F)(F)F)C)C(=O)NC1=CC(=NC=C1)C(=O)N)OC |r|